C(C)OC(=O)N1CCC(CC1)NC([C@@H](C1=CC=CC=C1)OC)=O (R)-4-(2-methoxy-2-phenylacetamido)piperidine-1-carboxylic acid ethyl ester